BrC=1C=C(C(=NC1)C1(CC(C1)(C)CO[Si](C)(C)C(C)(C)C)N[S@](=O)C(C)(C)C)F (R)-N-(1-(5-bromo-3-fluoropyridin-2-yl)-3-(((tert-butyldimethylsilyl)oxy)methyl)-3-methylcyclobutyl)-2-methylpropane-2-sulfinamide